N-[2-methyl-5-(piperidin-4-yl)phenyl]-2-[3-methyl-5-(piperidine-1-sulfonyl)-1H-indol-1-yl]propanamide CC1=C(C=C(C=C1)C1CCNCC1)NC(C(C)N1C=C(C2=CC(=CC=C12)S(=O)(=O)N1CCCCC1)C)=O